(((2R,3S,4R,5R)-5-azido-6-methoxy-2-(((trimethylsilyl)oxy)methyl)tetrahydro-2H-pyran-3,4-diyl)bis(oxy))bis(trimethylsilane) N(=[N+]=[N-])[C@@H]1[C@H]([C@H]([C@H](OC1OC)CO[Si](C)(C)C)O[Si](C)(C)C)O[Si](C)(C)C